CC=1C=C(NC(C)=O)C=CC1C 3,4-dimethylacetylaniline